C1(=C(C=CC=C1)P(C1=CC=CC=C1)(C1=CC=CC=C1)=O)C1=CC=CC=C1 (2-biphenylyl)diphenyl-phosphine oxide